2-(4-aminophenyl)-N-(5-methyl-1H-pyrazol-3-yl)-7-morpholinoquinazolin-4-amine NC1=CC=C(C=C1)C1=NC2=CC(=CC=C2C(=N1)NC1=NNC(=C1)C)N1CCOCC1